N,N-dicarboxymethylalanine trisodium [Na].[Na].[Na].C(=O)(O)CN([C@@H](C)C(=O)O)CC(=O)O